sodium stearyl-L-glutamate C(CCCCCCCCCCCCCCCCC)N[C@@H](CCC(=O)[O-])C(=O)[O-].[Na+].[Na+]